(S)-2-vinylpyrrolidine-1-carboxylic acid tert-butyl ester C(C)(C)(C)OC(=O)N1[C@@H](CCC1)C=C